4-amino-N-methyl-3-(2-methyltetrazol-5-yl)benzenesulfonamide NC1=C(C=C(C=C1)S(=O)(=O)NC)C=1N=NN(N1)C